C1(CC1)C1=NC(=CC=C1O[C@@H]1C[C@H](CCC1)C(=O)O)C=1N=NN(C1CNC1=NOC(=N1)C1CC1)C (1S,3S)-3-((2-cyclopropyl-6-(5-(((5-cyclopropyl-1,2,4-oxadiazol-3-yl)amino)methyl)-1-methyl-1H-1,2,3-triazol-4-yl)pyridin-3-yl)oxy)cyclohexane-1-carboxylic acid